5,6-dinitro-2,1,3-benzothiadiazole [N+](=O)([O-])C1=CC=2C(=NSN2)C=C1[N+](=O)[O-]